FC(C1=CC=C2C(=CN(C2=C1)S(=O)(=O)C1=CC=CC=C1)S(=O)(=O)Cl)F 6-(difluoromethyl)-1-(phenylsulfonyl)-1H-indole-3-sulfonyl chloride